7-chloro-3'-methylspiro[isochromane-1,4'-piperidine] ClC1=CC=C2CCOC3(C(CNCC3)C)C2=C1